C1(CC1)C(=O)NC1=CC(=C(N=N1)C(=O)NC([2H])([2H])[2H])NC1=C(C(=CC=C1F)C1=NN(N=C1)C)OC 6-cyclopropaneamido-4-{[6-fluoro-2-methoxy-3-(2-methyl-2H-1,2,3-triazol-4-yl)phenyl]amino}-N-(2H3)methylpyridazine-3-carboxamide